C(C1=CC=CC=C1)[N+]12CC(CC(CC1)C2)O 1-benzyl-3-hydroxy-1-azoniabicyclo[3.2.1]octane